S(=O)(=O)(OCCCCCCCCCCCC)[O-].[Na+] natrium dodecyl sulphate